3-(3-Chlorophenyl)-1-ethoxy-4-(phenylselanyl)benzo[c][1,2]oxaphosphinine 1-oxide ClC=1C=C(C=CC1)C1=C(C2=C(P(O1)(OCC)=O)C=CC=C2)[Se]C2=CC=CC=C2